C(C)OC(=O)C=1N=CSC1Br 5-Bromo-1,3-thiazole-4-carboxylic acid ethyl ester